2-bromo-1-[4-chloro-3-(trifluoromethyl)phenyl]ethanone BrCC(=O)C1=CC(=C(C=C1)Cl)C(F)(F)F